C(=C)[C@H]1C[C@H](CCC1)S(=O)(=O)C1=NC=CC=N1 |r| racemic-cis-2-((3-vinylcyclohexyl)sulfonyl)pyrimidine